BrC=1C(=NC(=CC1)Cl)C(C(=O)N)(C)C 2-(3-bromo-6-chloropyridin-2-yl)-2-methylpropanamide